6-methyl-N-((1R,2S)-2-phenylcyclopropyl)-2-(trifluoromethyl)thieno[2,3-d]pyrimidin-4-amine CC1=CC2=C(N=C(N=C2N[C@H]2[C@@H](C2)C2=CC=CC=C2)C(F)(F)F)S1